tert-Butyl (5R)-5-[(2-tert-butyloxazole-4-carbonyl)amino]-8-[4-[(1-methylpyrazol-4-yl)amino]-1,3,5-triazin-2-yl]-1,3,4,5-tetrahydro-2-benzazepine-2-carboxylate C(C)(C)(C)C=1OC=C(N1)C(=O)N[C@@H]1CCN(CC2=C1C=CC(=C2)C2=NC=NC(=N2)NC=2C=NN(C2)C)C(=O)OC(C)(C)C